12-((2-(2,6-dioxopiperidin-3-yl)-1,3-dioxoisoindolin-5-yl)amino)dodecanamide O=C1NC(CCC1N1C(C2=CC=C(C=C2C1=O)NCCCCCCCCCCCC(=O)N)=O)=O